CNC(=O)C=1N(C(=CC1C)C)C N,1,3,5-tetramethyl-pyrrole-2-carboxamide